N-(6-((5-Fluorobenzo[d][1,3]dioxol-4-yl)amino)-1H-pyrazolo[3,4-b]pyridin-3-yl)-4-(1-methylpiperidin-4-yl)benzamid FC1=C(C2=C(OCO2)C=C1)NC1=CC=C2C(=N1)NN=C2NC(C2=CC=C(C=C2)C2CCN(CC2)C)=O